NC1(CCC2([C@@H]([C@@H](C3=CC=CC=C23)C)C)CC1)C(=O)O |o1:5,6| rel-(2'R,3'S)-4-amino-2',3'-dimethyl-2',3'-dihydrospiro[cyclohexane-1,1'-indene]-4-carboxylic acid